1-hexadecyl-2-(9Z-heptadecenoyl)-glycero-3-phosphocholine CCCCCCCCCCCCCCCCOC[C@H](COP(=O)([O-])OCC[N+](C)(C)C)OC(=O)CCCCCCC/C=C\CCCCCCC